BrC=1C=C(C=CC1)C(=O)N1C2=C(NC3=C(C1)C=NN3C)C=CC=C2 (3-Bromophenyl)(1-methyl-4,10-dihydrobenzo[b]pyrazolo[3,4-e][1,4]diazepin-5(1H)-yl)methanone